1-[2-chloro-6-(3,3-difluorocyclobutyl)pyrimidin-4-yl]-5-methoxy-1,2,3-benzotriazole ClC1=NC(=CC(=N1)N1N=NC2=C1C=CC(=C2)OC)C2CC(C2)(F)F